2-(1-methyl-1H-imidazol-5-yl)-6-(tetrahydro-2H-pyran-4-yl)-N-(6-(trifluoromethyl)pyridin-3-yl)pyrimidine-4-carboxamide CN1C=NC=C1C1=NC(=CC(=N1)C(=O)NC=1C=NC(=CC1)C(F)(F)F)C1CCOCC1